CC(C)[C@@H](C(=O)O)N The molecule is the L-enantiomer of valine. It has a role as a nutraceutical, a micronutrient, a human metabolite, an algal metabolite, a Saccharomyces cerevisiae metabolite, an Escherichia coli metabolite and a mouse metabolite. It is a pyruvate family amino acid, a proteinogenic amino acid, a valine and a L-alpha-amino acid. It is a conjugate base of a L-valinium. It is a conjugate acid of a L-valinate. It is an enantiomer of a D-valine. It is a tautomer of a L-valine zwitterion.